C(C)N[C@H]1C[C@@H]2N(C(N(C2)C)=O)C1 (6S,7aS)-6-(ethylamino)-2-methylhexahydro-3H-pyrrolo[1,2-c]imidazol-3-one